nona-2,6-dien-1-ol C(C=CCCC=CCC)O